ClC=1C=C(C=NC1)C(=O)N1CCN(CC1)C1C=2C=CC=CC2CCC=2C=CC=CC12 (5-chloro-3-pyridyl)-[4-(2-tricyclo[9.4.0.03,8]pentadeca-1(11),3(8),4,6,12,14-hexaenyl)piperazin-1-yl]methanone